C(#C)C1=C(C=CC=C1)OCC1=CC=CC=C1 1-Ethynyl-2-benzyloxybenzene